CN1N=CC(=C1S(=O)(=O)C)NC(=O)[C@H]1[C@@H](CCCC1)C(C1=CC=C(C=C1)C1=CC=NN1)=O (1R,2R)-N-[1-Methyl-5-(methylsulfonyl)-1H-pyrazol-4-yl]-2-[4-(1H-pyrazol-5-yl)benzoyl]cyclohexanecarboxamide